2,2-bis(p-carboxyphenyl)propane chloride [Cl-].C(=O)(O)C1=CC=C(C=C1)C(C)(C)C1=CC=C(C=C1)C(=O)O